3-ethyl-5-(6-fluoro-2-methylpyridin-3-ylmethyl)-4-oxo-4,5,6,7-tetrahydropyrazolo[1,5-a]pyrazine-2-carboxylic acid (5-difluoromethyl[1,3,4]thiadiazol-2-yl)amide FC(C1=NN=C(S1)NC(=O)C1=NN2C(C(N(CC2)CC=2C(=NC(=CC2)F)C)=O)=C1CC)F